fluoroethyl methyl monocarbonate C(OCCF)(OC)=O